ClC1=C(C=NC2=CC(=C(C=C12)OC1CN(C1)C(=O)OC(C)(C)C)OC)C#N tert-Butyl 3-((4-chloro-3-cyano-7-methoxyquinolin-6-yl)oxy)azetidine-1-carboxylate